FC1=C2C=CN=C(C2=C(C=C1F)C)N(C(C1=CC=C(C=C1)C=1N=NN(C1)C)=O)[C@H]1CNCCC1 N-(5,6-difluoro-8-methyl-1-isoquinolyl)-4-(1-methyltriazol-4-yl)-N-[(3R)-3-piperidyl]benzamide